methyl 4-cyano-2-propoxy-5-(o-tolyloxy)phenylcarbamate C(#N)C1=CC(=C(C=C1OC1=C(C=CC=C1)C)NC(OC)=O)OCCC